1,13-tridecanediol C(CCCCCCCCCCCCO)O